C(C)(C)(C)OC(=O)N1CC=2NC(NC(C2C1)=O)=S 4-oxo-2-thioxo-1,2,3,4,5,7-hexahydro-6H-pyrrolo[3,4-d]pyrimidine-6-carboxylic acid tert-butyl ester